5-(N-methylaminosulfonyl)-N-(4-(1-(trifluoromethyl)cyclopropyl)benzyl)-thiophene-2-carboxamide CNS(=O)(=O)C1=CC=C(S1)C(=O)NCC1=CC=C(C=C1)C1(CC1)C(F)(F)F